((3R,4R)-4-(((6-(cyclopropyl(3-methoxy-4-(trifluoromethyl)benzyl)amino)-5-fluoropyrimidin-4-yl)amino)methyl)-3-hydroxypiperidin-1-yl)acetamide C1(CC1)N(C1=C(C(=NC=N1)NC[C@@H]1[C@H](CN(CC1)CC(=O)N)O)F)CC1=CC(=C(C=C1)C(F)(F)F)OC